(R)-2,4-dihydroxy-3,3-dimethylbutyric acid ammonium salt [NH4+].O[C@@H](C(=O)[O-])C(CO)(C)C